glycidyl α-allyloxymethylacrylate C(C=C)OCC(C(=O)OCC1CO1)=C